(5S)-5-[(1SR,5RS)-2-Azabicyclo[3.1.0]hex-2-ylcarbonyl]-2-(3-chloro-4-fluorobenzyl)-5,6,7,8-tetrahydro[1,2,4]triazolo[4,3-a]pyridin-3(2H)-one [C@H]12N(CC[C@@H]2C1)C(=O)[C@@H]1CCCC=2N1C(N(N2)CC2=CC(=C(C=C2)F)Cl)=O |&1:0,4|